2,2'-bipyridyl-5,5'-diformaldehyde N1=C(C=CC(=C1)C=O)C1=NC=C(C=C1)C=O